CC(CCCC)CCCCCCCCCCCCCCCCC 5-Methyldocosane